C(C(C)C)N(C(C)=O)CC(C)C N,N-di-iso-butylacetamide